C/C(=C\\C=C\\C=C(\\C=C\\C=C(\\C=C\\C=C(\\C=C\\C(=O)C(OC)(C)C)/C)/C)/C)/C=C/C=C(/C=C/C=C(/C=C/C(=O)C(OC)(C)C)\\C)\\C The molecule is a carotenoid ether that is (3E,3'E)-1,1'-dihydroxy-3,3',4,4'-tetradehydro-1,1',2,2'-tetrahydro-psi,psi-carotene-2,2'-dione in which both hydroxyl hydrogens are substituted by methyl groups. It is a carotenoid ether and a carotenone.